The molecule is the L-enantiomer of ascorbic acid and conjugate acid of L-ascorbate. It has a role as a water-soluble vitamin, a vitamin C, a coenzyme, a flour treatment agent, a food antioxidant, a plant metabolite and a cofactor. It is a conjugate acid of a L-ascorbate. It is an enantiomer of a D-ascorbic acid. C([C@@H]([C@@H]1C(=C(C(=O)O1)O)O)O)O